[Cl-].C(CCCCCCC)[NH+]1C=C(C=C1)C 1-Octyl-3-Methylpyrrolium chlorid